ClC1=C(C=CC=C1C1=C(C(=NC=C1)C1=CC(=C(C=C1)CNC1CCOCC1)OC(F)F)Cl)C1=CC=C(C(=N1)OC)CN1CC2(C1)CNC(C2)=O 2-((6-(2-Chloro-3-(3-chloro-2-(3-(difluoromethoxy)-4-(((tetrahydro-2H-pyran-4-yl)amino)methyl)phenyl)pyridin-4-yl)phenyl)-2-methoxypyridin-3-yl)methyl)-2,6-diazaspiro[3.4]octan-7-one